(S,Z)-(2-(2-methoxyethylidene)tetrahydro-1H-pyrrolizin-7a(5H)-yl)methanol COC\C=C/1\C[C@@]2(CCCN2C1)CO